COC1=CC=C2C(C=C(N(C2=C1)C)C(F)(F)F)=O 7-methoxy-1-methyl-2-(trifluoromethyl)-1,4-dihydroquinolin-4-one